C1(=CC=C(C=C1)C1=CC=2C(=NC=CC2O1)Br)C1=CC=CC=C1 2-([1,1'-biphenyl]-4-yl)-4-bromofuro[3,2-c]pyridine